ClC1=C(C(=O)NCC(=O)N[C@@H](CC(C)C)B2OC(CCN(CCC(O2)=O)C)=O)C=C(C=C1)Cl (R)-2,5-dichloro-N-(2-((3-methyl-1-(7-methyl-4,10-dioxo-1,3,7,2-dioxazaborecan-2-yl)butyl)amino)-2-oxoethyl)benzamide